3-(2-bromoethyl)-2,5-dimethylcyclopentane-1-thiol BrCCC1C(C(C(C1)C)S)C